OCCNC(CC1N(C(CC1)=O)CC1=CC=C(C=C1)C)=O N-(2-hydroxyethyl)-2-[1-[(4-methylphenyl)methyl]-5-oxopyrrolidin-2-yl]acetamid